CN(C=1C=C(C=CC1N1CCCCC1)NC1=CC=C2C(N(N(C2=C1)C(=O)OC(C)(C)C)C)=O)C tert-butyl 6-((3-(dimethylamino)-4-(piperidin-1-yl) phenyl) amino)-2-methyl-3-oxo-2,3-dihydro-1H-indazole-1-carboxylate